FC1=CC=C(OC2=C(C(=O)NC=3CC(C=CC3)=S(=O)=O)C=CC(=C2)C(F)(F)F)C=C1 2-(4-fluorophenoxy)-N-(3-sulfonylphenyl)-4-(trifluoromethyl)benzamide